NC=1C2=C(N=CN1)C(=CC(=N2)N2C[C@@H](CCC2)C2=NOC(=C2)C2(C(N(CC2)C)=O)O)C 3-(3-((R,S)-1-(4-amino-8-methylpyrido[3,2-d]pyrimidin-6-yl)piperidin-3-yl)isoxazol-5-yl)-3-hydroxy-1-methylpyrrolidin-2-one